Cl.C(C)[C@H]1[C@@H](CCCC1)N ethyl-trans-(1R,2R)-2-aminocyclohexane hydrochloride